tris-(hydroxypropyl)phosphine allyl-(5-chloro-8-quinolineoxy)acetate C(C=C)C(C(=O)O)OC=1C=CC(=C2C=CC=NC12)Cl.OCCCP(CCCO)CCCO